[I-].[La+3].[Li+].[I-].[I-].[I-] Lithium-lanthanum iodide